[C@H]12CN(C[C@H](CC1)N2)C2=NC(=NC1=C(C(=C(C=C21)Cl)C2=CC(=CC1=CC=CC=C21)O)F)C2=CC(=CC1=CC=CC=C21)O 4,4'-((R or S)-4-((1R,5S)-3,8-diazabicyclo[3.2.1]oct-3-yl)-6-chloro-8-fluoroquinazolin-2,7-diyl)bis(naphthalene-2-ol)